COC1=NC=CC(=N1)C(=O)N 2-methoxypyrimidine-4-carboxamide